FC1=C(N)C(=CC(=C1)C#CC1=CC=C(C=C1)C1CCC(CC1)CCC)C 2-fluoro-6-methyl-4-{2-[4-(4-propylcyclohexyl)phenyl]ethynyl}aniline